N=1N=CN(C1)C1=CC(=C2C=NNC2=C1)NCCCNC(CCNCC=1N(C2=CC(=CC=C2C1)Cl)C)=O N-(3-((6-(4H-1,2,4-triazol-4-yl)-1H-indazol-4-yl)amino)propyl)-3-(((6-chloro-1-methyl-1H-indol-2-yl)methyl)amino)propanamide